8-fluoro-9-iodo-5,6-dihydrobenzo[f]imidazo[1,2-d][1,4]oxazepine FC1=C(C=CC=2C=3N(CCOC21)C=CN3)I